3-((1-(4-(difluoromethyl)phenyl)-4-methyl-1H-1,2,3-triazol-5-yl)methoxy)-6-(5,6-dihydro-2H-pyran-3-yl)pyridazine FC(C1=CC=C(C=C1)N1N=NC(=C1COC=1N=NC(=CC1)C=1COCCC1)C)F